3,4-diphenyl-sulfolane C1(=CC=CC=C1)C1CS(=O)(=O)CC1C1=CC=CC=C1